1-(3,5-Dichlorophenyl)-4-[(5-nitrofuran-2-yl)methyl]piperazine ClC=1C=C(C=C(C1)Cl)N1CCN(CC1)CC=1OC(=CC1)[N+](=O)[O-]